C(CCCCCCCCCCCCC)(=O)N(CCC(=O)O)C N-myristoyl-N-methyl-β-alanine